1,8-diazabicyclo[5.4.0]undec-7-enyltetraphenylborate N12C(CCCCC2=NCCC1)C1=C(C=CC=C1)[B-](C1=CC=CC=C1)(C1=CC=CC=C1)C1=CC=CC=C1